BrC=1C2=C(N(N=C2C=CC1)COCC[Si](C)(C)C)CCCN(C(OCC1=CC=CC=C1)=O)C benzyl N-[3-[4-bromo-2-(2-trimethylsilylethoxymethyl)indazol-3-yl]propyl]-N-methyl-carbamate